5-amino-N-(4-fluorophenyl)-1H-pyrazole-4-carbothioamide NC1=C(C=NN1)C(NC1=CC=C(C=C1)F)=S